4,4'-[1,4-phenylenebis(dimethylmethylene)]bis(N,N-diglycidylaniline) C1(=CC=C(C=C1)C(C)(C)C1=CC=C(N(CC2CO2)CC2CO2)C=C1)C(C)(C)C1=CC=C(N(CC2CO2)CC2CO2)C=C1